[3-(4-chloro-pyridin-2-ylamino)-1-methylsulfonylmethyl-1H-pyrazolo[4,3-c]pyridin-6-yl]-[1,4]oxaazepan-4-yl-methanone ClC1=CC(=NC=C1)NC1=NN(C2=C1C=NC(=C2)C(=O)N2CCOCCC2)CS(=O)(=O)C